BrC=1C=NN(C1)CC(C)(C)O[Si](C)(C)C(C)(C)C 4-bromo-1-(2-((tert-butyldimethylsilyl)oxy)-2-methylpropyl)-1H-pyrazole